Cl.FC1=C(C=CC=C1)C1=C(C(=NC=2CN(CCC12)C=1N(C=CN1)C)N1CC2(CNC2)CC1)C#N 4-(2-fluorophenyl)-7-(1-methyl-1H-imidazol-2-yl)-2-(2,6-diazaspiro[3.4]octan-6-yl)-5,6,7,8-tetrahydro-1,7-naphthyridine-3-carbonitrile hydrochloride